O1C(=NC2=C1C=CC=C2)C2=C(C=CC=C2)[O-] 2-(2-benzoxazolyl)phenolate